(3S)-3-(3-fluorophenyl)isoxazolidine FC=1C=C(C=CC1)[C@H]1NOCC1